FC(C1=NN=C(S1)NC(=O)C1=NN2C(C(N(CC2)CC2=NC=CC=C2F)=O)=C1Br)(F)F 3-Bromo-5-(3-fluoropyridin-2-ylmethyl)-4-oxo-4,5,6,7-tetrahydropyrazolo[1,5-a]pyrazine-2-carboxylic acid (5-trifluoromethyl-[1,3,4]thiadiazol-2-yl) amide